CC(C(C)NCCN)CC N-(3-methylpentane-2-yl)ethane-1,2-diamine